2-(3-(fluorophenyl)pyrrolidin-1-yl)imidazo[1,2-b]pyridazine FC1=C(C=CC=C1)C1CN(CC1)C=1N=C2N(N=CC=C2)C1